3-(3-chloro-4-methoxyphenyl)-5-(4-(4-methylpiperazin-1-yl)phenyl)-1H-pyrazolo[3,4-b]pyridine ClC=1C=C(C=CC1OC)C1=NNC2=NC=C(C=C21)C2=CC=C(C=C2)N2CCN(CC2)C